C1(CCCC1)CS(=O)(=O)NC1=C(C=C(C=C1)C1=NC=2C=NC(=NC2N(C1=O)C(C)C)NC1CCC(CC1)N(C)C)F 1-cyclopentyl-N-[4-[2-[[4-(dimethylamino)-cyclohexyl]amino]-8-isopropyl-7-oxo-pteridin-6-yl]-2-fluoro-phenyl]methanesulfonamide